N6-acetyl-N2-((1-((4-(((R)-1-((S)-2-cyanopyrrolidin-1-yl)-1-oxopropan-2-yl)carbamoyl)quinolin-7-yl)oxy)-2-oxo-6,9,12-trioxa-3-azapentadecan-15-oyl)-L-lysyl)-L-lysine C(C)(=O)NCCCC[C@H](NC([C@@H](NC(CCOCCOCCOCCNC(COC1=CC=C2C(=CC=NC2=C1)C(N[C@@H](C(=O)N1[C@@H](CCC1)C#N)C)=O)=O)=O)CCCCN)=O)C(=O)O